ClC=1C(=NC(=NC1)NC1=CC(=CC=C1)OCCN1CCOCC1)N1C=CC2=C(C(=CC=C12)NC(C=C)=O)C N-[1-[5-chloro-2-[3-(2-morpholinoethoxy)anilino]pyrimidin-4-yl]-4-methyl-indol-5-yl]prop-2-enamide